ClC=1C(=C2C(=NC1C)CN(C2)C(C(C)C2CN(C2)C2=CC(=NC=C2)C(F)(F)F)=O)C 1-(3-Chloro-2,4-dimethyl-6,7-dihydro-5H-pyrrolo[4,3-b]pyridin-6-yl)-2-{1-[2-(trifluoromethyl)pyridin-4-yl]azetidin-3-yl}propan-1-one